ClC1=CC(=C(O[C@H](C(=O)NOC)C)C=C1)C (2S)-2-(4-chloro-2-methylphenoxy)-N-methoxypropanamide